O1C(=CCC1)C1=NC(=NC(=C1)NC1=NNC(=C1)C)N(C1C[C@H]2CCC[C@@H](C1)N2C(=O)OC)C methyl (1R,3s,5S)-3-((4-(4,5-dihydrofuran-2-yl)-6-((5-methyl-1H-pyrazol-3-yl)amino)pyrimidin-2-yl)(methyl)amino)-9-azabicyclo[3.3.1]nonane-9-carboxylate